1,2-di(4-vinylphenyl)ethane C(=C)C1=CC=C(C=C1)CCC1=CC=C(C=C1)C=C